3-(3-(5-Benzyl-4H-1,2,4-triazol-3-yl)phenyl)-3-(1H-indol-5-yl)propanoic acid C(C1=CC=CC=C1)C=1NC(=NN1)C=1C=C(C=CC1)C(CC(=O)O)C=1C=C2C=CNC2=CC1